Cl.NC1CCN(CC1)C1=NC(=C(C(=C1C#N)CC)C#N)Cl 2-(4-Aminopiperidin-1-yl)-6-chloro-4-ethylpyridine-3,5-dicarbonitrile, hydrochloride